Ethyl 2-[2-[2-[2-(2-azidoethoxy)ethoxy]ethoxy]ethoxy]acetate N(=[N+]=[N-])CCOCCOCCOCCOCC(=O)OCC